FC1=CC2=C(C=3NC4=C(C=C(C=C4C3[C@@H](C2)CC(=O)O)F)F)C=C1 |o1:14| [(6S*)-3,8,10-trifluoro-5H,6H,11H-benzo[a]carbazol-6-yl]acetic acid